P(OC1=C(C=C(C=C1)C(C)(C)C)C(C)(C)C)(OC1=C(C=C(C=C1)C(C)(C)C)C(C)(C)C)OC1=C(C=C(C=C1)C(C)(C)C)C(C)(C)C tri(2,4-di-tertiary butylphenyl) phosphite